4-(4-amino-2-fluorophenoxy)-7-methoxy-N-(2-morpholinoethyl)quinolin-6-amine NC1=CC(=C(OC2=CC=NC3=CC(=C(C=C23)NCCN2CCOCC2)OC)C=C1)F